C(OCCCC1=CC=CC=C1)(=O)Cl 3-phenylpropyl carbonochloridate